4-(((3s,4r)-1-((2-chlorophenyl)sulfonyl)-4-hydroxy-4-(hydroxymethyl)pyrrolidin-3-yl)sulfonyl)-2-fluorobenzonitrile ClC1=C(C=CC=C1)S(=O)(=O)N1C[C@@H]([C@@](C1)(CO)O)S(=O)(=O)C1=CC(=C(C#N)C=C1)F